ClC=1C=C2C(=NC1C1=CC=C(C=C1)C1=CC=C(C=C1)CNCC(C(=O)O)O)N=C(N2)O[C@H]2[C@@H]1[C@H](OC2)[C@@H](CO1)O 3-(((4'-(6-chloro-2-(((3R,3aR,6R,6aR)-6-hydroxyhexahydrofuro[3,2-b]furan-3-yl)oxy)-1H-imidazo[4,5-b]pyridin-5-yl)-[1,1'-biphenyl]-4-yl)methyl)amino)-2-hydroxypropanoic acid